C(C=C)OC1=CC(=CC(=C1)C=CC1=CC=C(C=C1)OCC=C)OCC=C 1,3-bis(2-propen-1-yloxy)-5-[2-[4-(2-propen-1-yloxy)phenyl]ethenyl]benzene